(3S)-1-[7-(4-Chloro-2-fluoro-phenyl)-2,7-diazaspiro[3.5]nonane-2-carbonyl]pyrrolidine-3-carboxamide ClC1=CC(=C(C=C1)N1CCC2(CN(C2)C(=O)N2C[C@H](CC2)C(=O)N)CC1)F